O1S(CC2=C1C=CC=C2)(=O)=O (benzoxathiol)-dioxide